2-ethyl-2-(hydroxymethyl)-propane-1,3-diol C(C)C(CO)(CO)CO